C(C)OC(CCC(C(=O)N)C1=CC=CC=2C(=C(OC21)I)F)=O.CN(CC=O)C2=CC=CC=C2 2-(methyl-(phenyl)amino)ethan-1-one ethyl-5-amino-4-(3-fluoro-2-iodobenzofuran-7-yl)-5-oxopentanoate